C(C)N(C(C(C1=CNC2=C(C(=C(C=C12)F)F)F)=O)=O)CCC N-ethyl-2-oxo-N-propyl-2-(5,6,7-trifluoro-1H-indol-3-yl)acetamide